C12[C@@H](CC(CC1)CC2)C2=CC=C(OC1=CC=C(C(=O)OC)C=C1)C=C2 |r| (±)-Methyl 4-(4-(bicyclo[2.2.2]octan-2-yl)phenoxy)benzoate